CC1(OB(OC1(C)C)C=1C=NN(C1)CCN1CCN(CC1)C(=O)OC(C)(C)C)C tert-butyl 4-(2-(4-(4,4,5,5-tetramethyl-1,3,2-dioxaborolan-2-yl)-1H-pyrazol-1-yl)ethyl)piperazine-1-carboxylate